FC1=CC(=CC=2N(C(=NC21)C)C(C)C)C=2C=CN1N=C(N=C(C12)OC)NC1CCC(CC1)(O)C trans-4-((5-(4-Fluoro-1-isopropyl-2-methyl-1H-benzo[d]imidazol-6-yl)-4-methoxypyrrolo[2,1-f][1,2,4]triazin-2-yl)amino)-1-methylcyclohexan-1-ol